bis([2-(1H-indol-3-yl)ethyl](propan-2-yl)azanium) (2E)-but-2-enedioate C(\C=C\C(=O)[O-])(=O)[O-].N1C=C(C2=CC=CC=C12)CC[NH2+]C(C)C.N1C=C(C2=CC=CC=C12)CC[NH2+]C(C)C